(S)-3-chloro-2-fluoro-6-(4-isobutyl-2-methylpiperazin-1-yl)pyridin-4-amine ClC=1C(=NC(=CC1N)N1[C@H](CN(CC1)CC(C)C)C)F